C(=O)(O)C1=C(C2=CC=CC=C2C=C1)C1=C(C=CC2=CC=CC=C12)C(=O)O 2,2'-dicarboxy-1,1'-binaphthyl